[5-fluoro-2-(trifluoromethyl)phenyl]boronic acid FC=1C=CC(=C(C1)B(O)O)C(F)(F)F